C(C)(C)OC=1C(=CC2=C(OCO2)C1)C#CC=1C(=CC2=C(OCO2)C1)C=O 6-((6-isopropoxybenzo[d][1,3]dioxolan-5-yl)ethynyl)benzo[d][1,3]dioxolan-5-carbaldehyde